C(C1=CC=CC=C1)OC1=CC=C(C=C1)NC(=O)N(CCCC)CC1=CC=C(C(=O)OC)C=C1 methyl 4-[({[4-(benzyloxy)phenyl]carbamoyl} (butyl)amino)methyl]benzoate